methyl-1-(1-(pyridin-4-yl)-1H-1,2,3-triazol-4-yl)methylamine CNCC=1N=NN(C1)C1=CC=NC=C1